[C@H]1(CC[C@H](CC1)N1CCCCC1)N1CCCCC1 trans-1,1'-(1,4-cyclohexandiyl)dipiperidine